3-(4-chlorophenyl)-N',3-dihydroxy(3-2H)propionamidine ClC1=CC=C(C=C1)C(CC(=NO)N)([2H])O